FC=1C(=C(C#N)C=CC1CC(C)C)N1CCN(CC1)CC=1N=NC=CC1 3-fluoro-4-isobutyl-2-(4-(pyridazin-3-ylmethyl)piperazin-1-yl)benzonitrile